5-amino-2-methyl-2H-indazole-4-carbonitrile NC1=C(C2=CN(N=C2C=C1)C)C#N